4-methyl-N-(6-(thiazol-5-yl)isoquinolin-3-yl)piperazine-1-carboxamide CN1CCN(CC1)C(=O)NC=1N=CC2=CC=C(C=C2C1)C1=CN=CS1